1-(2-Dodecyloxy-5-ethyl-3-methoxybenzyl)pyrrolidin C(CCCCCCCCCCC)OC1=C(CN2CCCC2)C=C(C=C1OC)CC